Cl.CNC1=C(C=C(C(=N)N)C=C1)[N+](=O)[O-] 4-(methylamino)-3-nitrobenzamidine hydrochloride